tert-butyl 4-(6-(1-(4-cyano-2-fluorophenyl)cyclopropoxy)pyridin-2-yl)piperidine-1-carboxylate C(#N)C1=CC(=C(C=C1)C1(CC1)OC1=CC=CC(=N1)C1CCN(CC1)C(=O)OC(C)(C)C)F